tert-butyl 1-((1-(4-nitrophenyl)piperidin-4-yl)methyl)piperidine-4-carboxylate [N+](=O)([O-])C1=CC=C(C=C1)N1CCC(CC1)CN1CCC(CC1)C(=O)OC(C)(C)C